[Si](C)(C)(C(C)(C)C)OCCCCCCCC#CC1=CC(=NC=C1)CNC(OCC1=CC=CC=C1)=O benzyl ((4-(9-((tert-butyldimethylsilyl)oxy)non-1-yn-1-yl)pyridin-2-yl)methyl)carbamate